3-(difluoromethyl)-5-[3-(1H-imidazol-5-yl)-7-(trifluoromethyl)imidazo[1,2-a]pyrimidin-2-yl]-1H-1,2,4-triazole FC(C1=NNC(=N1)C=1N=C2N(C=CC(=N2)C(F)(F)F)C1C1=CN=CN1)F